[N+](=O)([O-])C1=CC(=C(C=C1)N)N 4-Nitro-o-phenylendiamin